[N+]([O-])(=NC1SC2=C(N1CC)C=CC(=C2)S(=O)(=O)O)C2SC1=C(N2CC)C=CC(=C1)S(=O)(=O)O 2,2'-azoxy-bis(3-ethylbenzothiazole-6-sulfonic acid)